bis(2,6-dimethoxybenzoyl)benzil COC1=C(C(=O)C2=CC=C(C(C(C3=CC=C(C=C3)C(C3=C(C=CC=C3OC)OC)=O)=O)=O)C=C2)C(=CC=C1)OC